OC1=C(C(=CC(=C1C(C)N(C(C)=O)C)CCCCC)O)C1C(CCC(=C1)C)C(=C)C N-(1-(2,6-dihydroxy-5'-methyl-4-pentyl-2'-(prop-1-en-2-yl)-1',2',3',4'-tetrahydro-[1,1'-biphenyl]-3-yl)ethyl)-N-methylacetamide